diethylnaphthylmethyl-ammonium ethyl-methacrylate chloride [Cl-].C(C)OC(C(=C)C)=O.C(C)[NH+](CC1=CC=CC2=CC=CC=C12)CC